BrC1=C(C(=O)OC)C=CC(=C1)OC(F)(F)F Methyl 2-bromo-4-(trifluoromethoxy)benzoate